C(C)(=O)C1CN(CC(C1)CC(=O)OC)C(=O)OCC1=CC=CC=C1 benzyl 3-acetyl-5-(2-methoxy-2-oxo-ethyl)piperidine-1-carboxylate